(2S)-1-[(6-{[(2-Cyanobiphenyl-3-yl)amino]carbonyl}pyridin-3-yl)methyl]piperidin C(#N)C1=C(C=CC=C1NC(=O)C1=CC=C(C=N1)CN1CCCCC1)C1=CC=CC=C1